ethyl N-(4-(2-chloro-4-fluorophenyl)-2-oxo-2H-chromen-7-yl)-N-methyl-D-alaninate ClC1=C(C=CC(=C1)F)C1=CC(OC2=CC(=CC=C12)N([C@H](C)C(=O)OCC)C)=O